4-((1-(3-Chlorobenzyl)-5-(4-fluorophenyl)-1H-indol-7-amido)methyl)benzoic acid ClC=1C=C(CN2C=CC3=CC(=CC(=C23)C(=O)NCC2=CC=C(C(=O)O)C=C2)C2=CC=C(C=C2)F)C=CC1